(3-Fluorophenyl)-2-hydrazinothiazole FC=1C=C(C=CC1)C=1N=C(SC1)NN